ClC1=C(C=CC=C1)CN1N=C(C=C1C1=CC=C2C=NN(C2=C1)CC)CO[C@@](C(=O)OC)(CC)C Methyl (2R)-2-([1-[(2-chlorophenyl)methyl]-5-(1-ethyl-1H-indazol-6-yl)-1H-pyrazol-3-yl]methoxy)-2-methylbutanoate